5-(bicyclo[2.2.1]hept-5-en-2-yl)-1,1,1-trifluoro-2-(trifluoromethyl)pentan-2-ol C12C(CC(C=C1)C2)CCCC(C(F)(F)F)(O)C(F)(F)F